5-((((R)-1,2-dimethylpyrrolidin-2-yl)methyl)amino)-2-methyl-N-((R)-1-(naphthalen-1-yl)ethyl)benzamide CN1[C@@](CCC1)(C)CNC=1C=CC(=C(C(=O)N[C@H](C)C2=CC=CC3=CC=CC=C23)C1)C